CC1=C(C=NC=C1)C1=CC2=C(NC(O2)=S)C=C1 6-(4-Methylpyridin-3-yl)benzo[d]oxazol-2(3H)-thione